C(=C)OCCOC1=CC=C(C=C1)C(C)(C)C1=CC=C(C=C1)OCCOC=C 2,2-bis[4-[2-(vinyloxy)ethoxy]phenyl]propane